Cl.N1CCCC2=CC(=CC=C12)C1C(NC(CC1)=O)=O 3-(1,2,3,4-tetrahydroquinolin-6-yl)piperidine-2,6-dione hydrochloride